C[C@@](CC(=O)OC(C)(C)C)(C(NCCC1=CC=CC=C1)=O)NC(CCCCCCC)=O tert-butyl (3R)-3-methyl-3-(octanoylamino)-4-oxo-4-(2-phenylethylamino)butanoate